C(C)(C)(C)OC(=O)C=1C=NN(C1C)C=1C=NC(=CC1)OC (6-methoxypyridin-3-yl)-5-methyl-1H-pyrazole-4-carboxylic acid tert-butyl ester